1-(4-methoxythien-2-yl)ethan-1-one COC=1C=C(SC1)C(C)=O